thiazepine 1,1-dioxide S1(N=CC=CC=C1)(=O)=O